NC1=C(C=C(C=C1)N)C=CC1=CCC(C=C1)(N(C)C)[N+](=O)[O-] 2,5-diamino-4'-nitro-4'-dimethylaminostilbene